FC(C(=O)CC(C)=O)(F)F.[Cu] copper trifluoroacetyl-acetone